C(=O)(C=C)NS(=O)(=O)O Acrylamidosulfonic Acid